O[C@]1(CC[C@H]2[C@@H]3CCC4=CC(CCC4=C3C=C[C@]12C)=O)C (8S,13S,14S,17S)-17-hydroxy-13,17-dimethyl-1,2,6,7,8,14,15,16-octahydrocyclopenta[a]phenanthren-3-one